6-Chloro-3-(4-cyclopropyl-2-(methoxymethoxy)phenyl)-4-methylpyridazine ClC1=CC(=C(N=N1)C1=C(C=C(C=C1)C1CC1)OCOC)C